4-vinyl-phenol sodium salt [Na].C(=C)C1=CC=C(C=C1)O